(1S,2R,5R)-3-(2-(2-amino-3-bromo-5-fluoroquinolin-7-yl)ethyl)-5-(4-methyl-7H-pyrrolo[2,3-d]pyrimidin-7-yl)cyclopent-3-ene-1,2-diol NC1=NC2=CC(=CC(=C2C=C1Br)F)CCC=1[C@H]([C@H]([C@@H](C1)N1C=CC2=C1N=CN=C2C)O)O